[Pb].[Ni].[Pb] lead nickel lead